N-(4-chlorobenzyl)-1-methyl-6-(pyridin-2-yl)-1H-pyrazolo[3,4-d]pyrimidin-4-amine ClC1=CC=C(CNC2=C3C(=NC(=N2)C2=NC=CC=C2)N(N=C3)C)C=C1